(3R)-7-amino-8-fluoro-4-oxo-3,5-dihydro-2H-1,5-benzothiazepine NC=1C(=CC2=C(NC(CCS2)=O)C1)F